CC(C)CCC[C@@H](C)[C@H]1CC[C@H]2[C@@H]3CC=C4C[C@H](CC[C@]4(C)[C@H]3CC[C@]12C)OCCCCCCCCO[C@H](CN(C)C)COCCCCCCCC\C=C/C\C=C/CCCCC (2R)-2-((8-[(3β)-cholest-5-en-3-yloxy]octyl)oxy)-N,N-dimethyl-3-[(9Z,12Z)-octadec-9,12-dien-1-yloxy]propane-1-amine